1,2,4-tris(glycidoxy)naphthalene C(C1CO1)OC1=C(C=C(C2=CC=CC=C12)OCC1CO1)OCC1CO1